methyl 5-((S)-2-(((benzyloxy)carbonyl)amino)-3,3-dicyclopropylpropanamido)-2-((R)-4-isopropyl-2-oxoimidazolidin-1-yl)-2,3-dihydro-1H-indene-2-carboxylate C(C1=CC=CC=C1)OC(=O)N[C@H](C(=O)NC=1C=C2CC(CC2=CC1)(C(=O)OC)N1C(N[C@@H](C1)C(C)C)=O)C(C1CC1)C1CC1